(R)-1-acetylpyrrolidin C(C)(=O)N1CCCC1